dodecyl-hypophosphorous acid C(CCCCCCCCCCC)P(=O)O